para-aminobenzoic acid anion NC1=CC=C(C(=O)[O-])C=C1